{2-[bis(3-chloro-4-fluorophenyl)methyl]-4-methanesulfonyl-1-{[2-(trimethylsilyl)ethoxy]methyl}-1H-imidazol-5-yl}methanol ClC=1C=C(C=CC1F)C(C=1N(C(=C(N1)S(=O)(=O)C)CO)COCC[Si](C)(C)C)C1=CC(=C(C=C1)F)Cl